P(=O)(OC[N+]1=CC(=CC=C1)C=1C=NN(C1)CC1=CC=C(C=C1)COC1=NC=CC=C1)(O)[O-] (3-(1-(4-((pyridin-2-yloxy)methyl)benzyl)-1H-pyrazol-4-yl)pyridin-1-ium-yl)methyl hydrogen phosphate